7-nitroquinazolin-4(3H)-one [N+](=O)([O-])C1=CC=C2C(NC=NC2=C1)=O